1-((1H-indol-5-yl)ethynyl)cyclohexan-1-ol N1C=CC2=CC(=CC=C12)C#CC1(CCCCC1)O